C(C)(C)(C)C1=NC(=NO1)C(=O)NCC1=C(C=C(C=C1)C=1C=2N(C=C(N1)C=1C=NN(C1)C)N=CC2)F 5-(tert-butyl)-N-(2-fluoro-4-(6-(1-methyl-1H-pyrazol-4-yl)pyrazolo[1,5-a]pyrazin-4-yl)benzyl)-1,2,4-oxadiazole-3-carboxamide